methyl 1-[[4-[2-(2-amino-3-pyridyl)-5-phenyl-imidazo[4,5-b]pyridin-3-yl]phenyl]methyl]-4-methyl-piperidine-4-carboxylate NC1=NC=CC=C1C1=NC=2C(=NC(=CC2)C2=CC=CC=C2)N1C1=CC=C(C=C1)CN1CCC(CC1)(C(=O)OC)C